1-(azidomethyl)-4-(bromomethyl)benzene N(=[N+]=[N-])CC1=CC=C(C=C1)CBr